O1C=C(C2=C1C=CC=C2)C[C@H](NC(=O)C2CC21CCCC1)B(O)O ((1R)-2-(benzofuran-3-yl)-1-(spiro[2.4]heptane-1-carboxamido)ethyl)boronic acid